Sodium Hexadecyl-Sulfonate 5,5-difluoro-4,5,6,7-tetrahydro-[1,2,3]oxadiazolo[3,4-a]pyridin-8-ium-3-olate FC1(CC=2[N+](CC1)=NOC2[O-])F.C(CCCCCCCCCCCCCCC)S(=O)(=O)[O-].[Na+]